N-((1-(tetrahydro-2H-pyran-2-yl)-5-(thiophen-2-yl)-1H-pyrazol-3-yl)methyl)-2-(trifluoromethoxy)benzamide O1C(CCCC1)N1N=C(C=C1C=1SC=CC1)CNC(C1=C(C=CC=C1)OC(F)(F)F)=O